C(#N)C1=CC=C(C=C1)NC(=O)C=1C=NOC1C N-(4-cyanophenyl)-5-methylisoxazole-4-carboxamide